The molecule is a member of the class of pyridines that is the S-oxide and active metabolite of the antitubercular drug ethionamide. It has a role as a human xenobiotic metabolite, an antilipemic drug, an antitubercular agent, a fatty acid synthesis inhibitor and a leprostatic drug. It derives from an ethionamide. CCC1=NC=CC(=C1)C(=S=O)N